3-ethoxy-1H-1,2,4-triazol C(C)OC1=NNC=N1